N,N-BIS(2-HYDROXY-ETHYL)-p-PHENYLENEDIAMINE OCCN(C1=CC=C(C=C1)N)CCO